ClC=1C(=C(OCC(=O)NC)C=C(C1CC1=CC(=C(C=C1)O)C(C)C)C=C)F 2-(3-chloro-2-fluoro-4-(4-hydroxy-3-isopropylbenzyl)-5-vinylphenoxy)-N-methylacetamide